3-(4-cyclopropylphenyl)-7-methyl-1H-indole-2-carboxylic acid C1(CC1)C1=CC=C(C=C1)C1=C(NC2=C(C=CC=C12)C)C(=O)O